CC=1C2(CCC(C1)CC2)C(=O)O methylbicyclo[2.2.2]oct-2-ene-1-carboxylic acid